methyl-3-(tetrahydro-2H-pyran-4-yl)-5,6-dihydroimidazo[1,5-a]pyrazine-7(8H)-carboxamide CC=1N=C(N2C1CN(CC2)C(=O)N)C2CCOCC2